CC(=O)N[C@@H](CCS)C(=O)O N-Acetyl-L-homocysteine